ClC=1C(=C(C=CC1)CNC(CN(C(C)=O)C1CC1)=O)F N-(2-((3-chloro-2-fluorophenylmethyl)amino)-2-oxoethyl)-N-cyclopropylacetamide